(1R,3R,5R)-2-(2-(ethylamino)-5-methylbenzoyl)-N-((R)-(2-fluoro-4-(trifluoromethyl)phenyl)(3-oxetanyl)methyl)-2-azabicyclo[3.1.0]hexane-3-carboxamide C(C)NC1=C(C(=O)N2[C@@H]3C[C@@H]3C[C@@H]2C(=O)N[C@H](C2COC2)C2=C(C=C(C=C2)C(F)(F)F)F)C=C(C=C1)C